[NH4+].C(C=C)(=O)ON acryloyloxy(amine) ammonium salt